C(C)(C)(C)C1=CC=C(C=C1)N1CCN(CC1)C(CC1=C(NC2=CC=C(C=C12)C)C(=O)O)=O 3-(2-(4-(4-(tert-butyl)phenyl)piperazin-1-yl)-2-oxoethyl)-5-methyl-1H-indole-2-carboxylic acid